COC(C1=C(C(=CC=C1)Cl)CNCC12CC3CC(CC(C1)C3)C2)=O ((((adamantan-1-yl)methyl)amino)methyl)-3-chlorobenzoic acid methyl ester